ClC1=CN2C=C(C=C2C=C1)C(=O)OC methyl 6-chloroindolizine-2-carboxylate